C[C@H]1CN(C[C@H](O1)C)C1=CC=NC=2N=C(N=C(C21)N)C ((2S,6R)-2,6-dimethyl-morpholinyl)-2-methylpyrido[2,3-d]pyrimidin-4-amine